S1C(CC=C1)C(=O)N dihydrothiolamide